N-methyl-5-(4-((3-methyl-2,4-dioxo-1,2,3,4-tetrahydro-quinazolin-7-yl)methyl)piperazin-1-yl)picolinamide CNC(C1=NC=C(C=C1)N1CCN(CC1)CC1=CC=C2C(N(C(NC2=C1)=O)C)=O)=O